FC=1C(=CC(=C(C1)NCC#CC=1C=C(C2=C(N(C=N2)CC(F)(F)F)C1)C(=O)N[C@@H]1[C@H](CN(CC1)C1COC1)C)OC)S(=O)(=O)C 6-(3-((5-Fluoro-2-methoxy-4-(methylsulfonyl)phenyl)amino)prop-1-yn-1-yl)-N-((3S,4S)-3-methyl-1-(oxetan-3-yl)piperidin-4-yl)-1-(2,2,2-trifluoroethyl)-1H-benzo[d]imidazole-4-carboxamide